COCCN1C(CNC=2C1=NC(=CN2)[Sn](C)(C)C)=O 1-(2-methoxyethyl)-7-(trimethylstannyl)-3,4-dihydropyrazino[2,3-b]Pyrazin-2(1H)-one